N-((1r,4r)-4-(benzyloxy)cyclohexyl)-4-(1-methyl-1H-imidazol-5-yl)pyrimidine-2-carboxamide C(C1=CC=CC=C1)OC1CCC(CC1)NC(=O)C1=NC=CC(=N1)C1=CN=CN1C